CN1N=C(C=C1S(=O)(=O)N1C[C@@H]2[C@H](C1)CC(C2)NCC2CCOCC2)C (3aR,5s,6aS)-2-((1,3-dimethyl-1H-pyrazol-5-yl)sulfonyl)-N-((tetrahydro-2H-pyran-4-yl)methyl)octahydrocyclopenta[c]pyrrol-5-amine